2-[2-(3-methoxy-4-hydroxyphenyl)ethyl]chromone COC=1C=C(C=CC1O)CCC=1OC2=CC=CC=C2C(C1)=O